FC(C)(F)C1=NN(C=C1C)CC12CCC(C1)(C2)F 3-(1,1-difluoroethyl)-1-((4-fluorobicyclo[2.1.1]hexan-1-yl)methyl)-4-methyl-1H-pyrazole